3-(2-chlorophenyl)-2-ethyl-7-fluoro-4-oxo-2,3-dihydro-1H-quinoline-5-carboxylic acid methyl ester COC(=O)C=1C=2C(C(C(NC2C=C(C1)F)CC)C1=C(C=CC=C1)Cl)=O